C1(CCCCC1)NC(=O)NC1=CC(=CC=C1)[C@H](C)SC1=NN=CN1C (S)-1-cyclohexyl-3-(3-(1-((4-methyl-4H-1,2,4-triazol-3-yl)thio)ethyl)phenyl)urea